BrC1=CC=C(C=N1)C(C(=O)O)C 2-(6-bromopyridin-3-yl)Propionic Acid